4-[2-[2-[4-[4-[(E)-2-(4-Pyridyl)vinyl]pyrimidin-2-yl]pyrimidin-2-yl]isoindolin-5-yl]oxyethyl]morpholine N1=CC=C(C=C1)/C=C/C1=NC(=NC=C1)C1=NC(=NC=C1)N1CC2=CC=C(C=C2C1)OCCN1CCOCC1